OC=1C(=C(C=C(C1)CCC1=CC(=C(C(=C1)OC)OC)OC)OC)OC 5-Hydroxy-3,4,3',4',5'-pentamethoxybibenzyl